ClCC=1CC2(CC2)CCC1C1=CC=C(C=C1)Cl 5-(chloromethyl)-6-(4-chlorophenyl)spiro[2.5]oct-5-ene